(R)-1-((5-bromo-2'-chloro-[1,1'-biphenyl]-2-yl)sulfonyl)-N-(1-(1,1-dioxido-2H-thiet-3-yl)ethyl)-4-fluoropiperidine-4-carboxamide BrC=1C=CC(=C(C1)C1=C(C=CC=C1)Cl)S(=O)(=O)N1CCC(CC1)(C(=O)N[C@H](C)C=1CS(C1)(=O)=O)F